C(C)(=O)N[C@H]1CCC2=C(C3=CC(=C(C(C=C13)=O)OC)C(=O)OC)C(=C(C(=C2)OC)OC)OC methyl (S)-7-acetamido-1,2,3,10-tetramethoxy-9-oxo-5,6,7,9-tetrahydrobenzo[a]heptalen-11-carboxylate